(S)-3-Carboxytyrosine C(=O)(O)C=1C=C(C[C@H](N)C(=O)O)C=CC1O